difluoro-2-hydroxyethylsulfonate FC(CS(=O)(=O)[O-])(O)F